6-benzoyl-3'-O-methylthiomethyl-5'-O-trityl-2'-deoxyadenosine C(C1=CC=CC=C1)(=O)C1(C2=NCN([C@H]3C[C@H](OCSC)[C@@H](COC(C4=CC=CC=C4)(C4=CC=CC=C4)C4=CC=CC=C4)O3)C2=NC=N1)N